N-(2-(2-methyl-1H-indol-6-yl)pyrimidin-4-yl)-1H-indazol-5-amine CC=1NC2=CC(=CC=C2C1)C1=NC=CC(=N1)NC=1C=C2C=NNC2=CC1